{3-[9-ethyl-2-(4-ethylpiperazin-1-yl)-9H-purin-6-ylamino]phenyl}amide HCl salt Cl.C(C)N1C2=NC(=NC(=C2N=C1)NC=1C=C(C=CC1)[NH-])N1CCN(CC1)CC